hydrogen sulphate sodium salt [Na+].S(=O)(=O)(O)[O-]